OC1CC(N2[C@@H](C[C@@H](C2C1)C)C(=O)OC)=O methyl (1S,3S)-7-hydroxy-1-methyl-5-oxooctahydroindolizine-3-carboxylate